BrCCOC1=CC=C(C=C1)N(S(=O)(=O)C)C N-[4-(2-bromoethoxy)phenyl]-N-methylmethane-sulfonamide